methyl (Z)-N,N'-diacetylcarbamimidothioate C(C)(=O)N/C(=N/C(C)=O)/SC